p-methoxyphenyl-(2-ethyl) hexyloxy ether C(CCCCC)OOC(C)C1=CC=C(C=C1)OC